ClCC(=O)NCC(C=1SC=CC1)O 2-chloro-N-(2-hydroxy-2-(thiophen-2-yl)ethyl)acetamide